((((6-(2-oxopyrrolidin-1-yl)pyridin-3-yl)methyl)amino)pyridin-3-yl)pyrazolo[1,5-a]pyridine-3-carbonitrile O=C1N(CCC1)C1=CC=C(C=N1)CNC1=NC=CC=C1C1=NN2C(C=CC=C2)=C1C#N